cumyl neodecanoate C(CCCCCC(C)(C)C)(=O)OC(C)(C)C1=CC=CC=C1